N-((1S)-(4,4-difluorocyclohexyl)(6-(((5R)-2-oxo-5-(trifluoromethyl)piperidin-3-yl)methyl)imidazo[1,2-b]pyridazin-2-yl)methyl)-1,2,5-thiadiazole-3-carboxamide FC1(CCC(CC1)[C@H](NC(=O)C1=NSN=C1)C=1N=C2N(N=C(C=C2)CC2C(NC[C@@H](C2)C(F)(F)F)=O)C1)F